4-(tert-butyl)benzyl alcohol C(C)(C)(C)C1=CC=C(CO)C=C1